C(#N)C1=NC=C(C(=C1)C1=CC=2N(C=C1)N=C(C2)NC(=O)C2CC2)O[C@@H]2CNCCOC2 N-[5-[2-cyano-5-[[(6R)-1,4-oxazepan-6-yl]oxy]-4-pyridyl]pyrazolo[1,5-a]pyridin-2-yl]cyclopropanecarboxamide